N-(2'-aminoethyl)-2-pentyloxynaphthalene-1-sulfonylamine hydrochloride Cl.NCCNS(=O)(=O)C1=C(C=CC2=CC=CC=C12)OCCCCC